[In].[In].[Te] diindium telluride